2-Amino-7-fluoro-4-(5-fluoro-3-((3R,4S)-3-hydroxy-4-(isopropylamino)pyrrolidin-1-yl)-7,9-dihydrofuro[3,4-f]quinazolin-6-yl)thieno[3,2-c]pyridine-3-carbonitrile NC1=C(C=2C(=NC=C(C2S1)F)C=1C2=C(C=3C=NC(=NC3C1F)N1C[C@H]([C@H](C1)NC(C)C)O)COC2)C#N